NC=CC(=O)O beta-aminoacrylic acid